ClC1=NC(=NC(=N1)C1=CC2=CC=CC=C2C=C1)C1=CC=CC=C1 2-chloro-4-(2-naphthyl)-6-phenyl-(1,3,5)triazine